C(CCCCCCC)C(C(=O)[O-])CCCC(=O)[O-].C(CCCCCCC)C(C(=O)[O-])CCCC(=O)[O-].C(CCCCCCCCCCCCCCCCC)[Sn+4]CCCCCCCCCCCCCCCCCC distearyltin bis(octyladipate)